(2S,5R)-5-(benzyloxyamino)piperidine-2-carboxylic acid benzyl ester C(C1=CC=CC=C1)OC(=O)[C@H]1NC[C@@H](CC1)NOCC1=CC=CC=C1